1,36-bis(dimethylsilyl)hexatriacontane C[SiH](CCCCCCCCCCCCCCCCCCCCCCCCCCCCCCCCCCCC[SiH](C)C)C